6-[(1S,4S)-2,5-diazabicyclo[2.2.1]heptan-2-yl]-N-[4-(difluoromethoxy)-2-fluoro-3-methyl-phenyl]pyrido[3,2-d]pyrimidin-4-amine [C@@H]12N(C[C@@H](NC1)C2)C=2C=CC=1N=CN=C(C1N2)NC2=C(C(=C(C=C2)OC(F)F)C)F